FC=1C(=NC=2C(=C(N=NC2C=2SC=CC2)C=2SC=CC2)N1)F 2,3-difluoro-5,8-bis(2-thienyl)pyrazino[2,3-D]Pyridazine